The molecule is a magnesium salt of a bis-sulfonated phenylazonaphthalene. It has a role as a fluorochrome. It is a magnesium salt and an azo compound. It contains a magnesium orange G(2-). C1=CC=C(C=C1)N=NC2=C(C=CC3=CC(=CC(=C32)S(=O)(=O)[O-])S(=O)(=O)[O-])O.O.O.O.O.O.O.O.O.[Mg+2]